C(C)(=O)OC1=C(C(=O)O)C=CC=C1.C(C(=C)C)(=O)OCCC[Si](OC)(OC)CCCOC(C(=C)C)=O bis(γ-methacryloyloxypropyl)dimethoxysilane o-acetoxy-benzoate